C(C)(C)(C)OC(=O)N1CC(C1)CP(=O)(C)C 3-((dimethylphosphoryl)methyl)azetidine-1-carboxylic acid tert-butyl ester